[(3R)-1'-(5-bromopyrazin-2-yl)-5-fluoro-3H-spiro[1-benzofuran-2,4'-piperidin]-3-yl] carbamate C(N)(O[C@@H]1C2=C(OC13CCN(CC3)C3=NC=C(N=C3)Br)C=CC(=C2)F)=O